N-(4-fluorobenzyl)-N-hydroxy-2,2-dimethylbutyramide FC1=CC=C(CN(C(C(CC)(C)C)=O)O)C=C1